C(C1=CC=CC=C1)OC(=O)C1=NNC(=C1)C 5-methyl-1H-pyrazole-3-carboxylic acid benzyl ester